3-(tert-butyl)aniline tert-butyl-4-(1-(3-aminopropyl)cyclopropyl)piperidine-1-carboxylate C(C)(C)(C)OC(=O)N1CCC(CC1)C1(CC1)CCCN.C(C)(C)(C)C=1C=C(N)C=CC1